Cl.Cl.N1N=CC(=C1)OC1=C(C=CC=C1)C1=CC=C(C=C1)C(C(=O)N)CN 4-(((1H-pyrazol-4-yl)oxy)phenyl)-3-amino-2-phenylpropionamide dihydrochloride